pentabromophenyl(3-ethyl-3-oxetanylmethyl)ether BrC1=C(C(=C(C(=C1C(C1(COC1)CC)OC(C1=C(C(=C(C(=C1Br)Br)Br)Br)Br)C1(COC1)CC)Br)Br)Br)Br